5,7-dihydroxy-8-methyl-3-(2',4'-dihydroxyphenyl)chromen-4-one OC1=C2C(C(=COC2=C(C(=C1)O)C)C1=C(C=C(C=C1)O)O)=O